2-(3-cyanophenyl)benzo[d]imidazo[2,1-b]thiazole-7-carboxylic acid ethyl ester C(C)OC(=O)C1=CC2=C(N3C(S2)=NC(=C3)C3=CC(=CC=C3)C#N)C=C1